(S)-1-chloro-3'-(3-(difluoromethoxy)-5-(trifluoromethyl)pyridin-2-yl)-6,7-dihydro-8H-spiro[isoquinoline-5,4'-oxazolidine]-2',8-dione HCl Cl.ClC1=NC=CC2=C1C(CC[C@]21N(C(OC1)=O)C1=NC=C(C=C1OC(F)F)C(F)(F)F)=O